N-[[2-(allyloxymethyl)-4-cyano-phenyl]methyl]-N-tert-butoxycarbonyl-carbamic acid tert-butyl ester C(C)(C)(C)OC(N(C(=O)OC(C)(C)C)CC1=C(C=C(C=C1)C#N)COCC=C)=O